FC=1C=CC(=NC1)NC(CN1C=2N(C3=C(C1=O)C=CC=N3)N=C(C2)C2CCSCC2)=O N-(5-Fluoropyridin-2-yl)-2-(5-oxo-2-(tetrahydro-2H-thiopyran-4-yl)pyrazolo[1,5-a]pyrido[3,2-e]pyrimidin-4(5H)-yl)acetamide